ClC1=CC=C2C=CN(C(C2=C1)=O)CCC1=CC(=C(C=C1)O)O 7-Chloro-2-(3,4-dihydroxyphenethyl)isoquinolin-1(2H)-one